C(#N)C(C)(C)C1=CC(=NC(=C1)N1[C@@H](COCC1)C)NC1=CC(=NN1C(=O)OC(C)(C)C)C tert-butyl 5-{[4-(1-cyano-1-methylethyl)-6-[(3R)-3-methylmorpholin-4-yl]pyridin-2-yl]amino}-3-methyl-1H-pyrazole-1-carboxylate